3-[[6-[4-(2-tert-butoxy-2-oxo-ethyl)-4-hydroxy-1-piperidyl]-5-chloro-1-methyl-indazol-3-yl]amino]propanoic acid C(C)(C)(C)OC(CC1(CCN(CC1)C1=C(C=C2C(=NN(C2=C1)C)NCCC(=O)O)Cl)O)=O